C(C1=CC=CC=C1)OC1=C(C=NC(=C1)Cl)C(=O)O 4-benzyloxy-6-chloro-pyridine-3-carboxylic acid